S1N=NC2=C1C(=CC=C2)N2N=CC(=C2C(F)(F)F)C(=O)C2=CN(C1=NC(=C(C=C12)Cl)C1=NC=CC=N1)C [1-(1,2,3-benzothiadiazol-7-yl)-5-(trifluoromethyl)-1H-pyrazol-4-yl][5-chloro-1-methyl-6-(pyrimidin-2-yl)-1H-pyrrolo[2,3-b]pyridin-3-yl]methanone